methyl (2R)-3-[4-[2-[2-fluoro-5-[(4,6,7-trifluoro-1H-indol-5-yl)oxy]phenyl]-1H-imidazol-4-yl]-4-methyl-chroman-8-yl]-2-methyl-propanoate FC1=C(C=C(C=C1)OC=1C(=C2C=CNC2=C(C1F)F)F)C=1NC=C(N1)C1(CCOC2=C(C=CC=C12)C[C@H](C(=O)OC)C)C